ClC=1C(=CC=C2C=C(C=C(C12)C1=C(C=2N=C(N=C(C2C=N1)N1C[C@](CCC1)(C)O)OCC1(CC1)C=O)F)OCOC)F 1-[[7-[8-chloro-7-fluoro-3-(methoxymethoxy)-1-naphthyl]-8-fluoro-4-[(3R)-3-hydroxy-3-methyl-1-piperidyl]pyrido[4,3-d]pyrimidin-2-yl]oxymethyl]cyclopropanecarbaldehyde